BrC=1C=CC=2N(C3=CC=C(C=C3OC2C1)Br)CC(CCCCCCCCCC)CCCCCCCC 3,7-dibromo-10-(2-octyldodecyl)-10H-phenoxazine